isopentyl nitrite N(=O)OCCC(C)C